FC1=C(C=CC=C1NC(=O)C=1C(N(C=C(C1)CNCC(C)C)CC(F)(F)F)=O)C1=C(C=C(C=C1)F)C1=NN=CN1C N-(2,4'-Difluoro-2'-(4-methyl-4H-1,2,4-triazol-3-yl)-[1,1'-biphenyl]-3-yl)-5-((isobutylamino)methyl)-2-oxo-1-(2,2,2-trifluoroethyl)-1,2-dihydropyridine-3-carboxamide